C1(CCC1)C(C(S(=O)(=O)C1=CC=CC=C1)C1=C(C(=CC=C1)OC)C)CS(=O)(=O)O.BrC1=CC(=C(C=C1)C(C)=O)C 1-(4-bromo-2-methylphenyl)ethanone 1-Cyclobutyl-2-(3-methoxy-2-methylphenyl)-2-(phenylsulfonyl)ethyl-methanesulfonate